F[C@@H]\1[C@H]2CC[C@@H](C/C1=C/C1=CN=C(N=N1)C1=C(C=C(C=C1)N1C=NC=C1)O)N2 2-(6-((Z)-((1R,2S,5S)-2-fluoro-8-azabicyclo[3.2.1]octan-3-ylidene)methyl)-1,2,4-triazin-3-yl)-5-(1H-imidazol-1-yl)phenol